NC1=C(C=CC(=C1)OC(F)(F)F)O 2-amino-4-(trifluoromethoxy)phenol